(E)-ethyl 6-(5-ethoxy-5-oxopent-3-en-1-yl)-4-(3-fluoro-4-hydroxyphenyl)-2,2-dimethyl-3-oxabicyclo[3.3.1]non-6-ene-1-carboxylate C(C)OC(/C=C/CCC=1C2C(OC(C(CC1)(C2)C(=O)OCC)(C)C)C2=CC(=C(C=C2)O)F)=O